C(C1=CC=CC=C1)N1CC2=C(CC1)SC(=N2)NC(=O)[C@@H]2CN(CC2)C#N (S)-N-(5-benzyl-4,5,6,7-tetrahydrothiazolo[4,5-c]pyridin-2-yl)-1-cyanopyrrolidine-3-carboxamide